C(CCCCCCCCCCC)OCCOCCOCCOCCOCCO pentaethylene glycol monododecyl ether